methyl 5-fluoro-2-(5-hydroxypent-1-yn-1-yl)-3-methylbenzoate FC=1C=C(C(=C(C(=O)OC)C1)C#CCCCO)C